C(#N)C=1C=NN(C1)[C@@H]1C[C@H](N(CC1)CC1=C2C=CN(C2=C(C=C1OC)C)C(=O)OC(C)(C)C)C1=CC=C(C=C1)C(=O)OC tert-butyl 4-(((2S,4S)-4-(4-cyano-1H-pyrazol-1-yl)-2-(4-(methoxycarbonyl)phenyl)piperidin-1-yl)methyl)-5-methoxy-7-methyl-1H-indole-1-carboxylate